N-(3-cyanophenyl)-4-((2,5-dimethylphenyl)sulfonamido)benzamide C(#N)C=1C=C(C=CC1)NC(C1=CC=C(C=C1)NS(=O)(=O)C1=C(C=CC(=C1)C)C)=O